BrC=1C=C(C(=C(C1)B1OC(C(O1)(C)C)(C)C)F)C(F)(F)F 2-(5-Bromo-2-fluoro-3-(trifluoromethyl)phenyl)-4,4,5,5-tetramethyl-1,3,2-dioxaborolane